C(#N)C1=CC(=C(OCC2=CC(=NN2C2=CC=CC=C2)C)C(=C1)F)F 5-[(4-cyano-2,6-difluoro-phenoxy)methyl]-3-methyl-1-phenyl-pyrazole